1-((3s,4r)-4-(3,4-difluorophenyl)-1-(2-methoxyethyl)pyrrolidin-3-yl)-3-(1-(4-fluorophenyl)-1',4-dimethyl-1h,1'h-[3,4'-bipyrazolyl]-5-yl)urea FC=1C=C(C=CC1F)[C@H]1[C@@H](CN(C1)CCOC)NC(=O)NC1=C(C(=NN1C1=CC=C(C=C1)F)C=1C=NN(C1)C)C